5-methylphthalazin-1(2H)-one CC1=C2C=NNC(C2=CC=C1)=O